2-(3-oxa-8-azabicyclo[3.2.1]octan-8-yl)-N-(6-(1-methyl-1H-imidazol-5-yl)isoquinolin-3-yl)acetamide C12COCC(CC1)N2CC(=O)NC=2N=CC1=CC=C(C=C1C2)C2=CN=CN2C